2,3,5-trifluoro-6-nitroaniline FC1=C(N)C(=C(C=C1F)F)[N+](=O)[O-]